COC1=C(C=CC=C1)C1=C(C=NC(=C1)C)C(=O)NC1=NN=C(S1)OCC1=NC=2CCN(CC2C=C1)C(=O)OC(C)(C)C tert-butyl 2-(((5-(4-(2-methoxyphenyl)-6-methylpyridine-3-carboxamido)-1,3,4-thiadiazol-2-yl) oxy) methyl)-7,8-dihydro-5H-1,6-naphthyridine-6-carboxylate